ClC1=C(C=C(OCC(=O)NC23C[C@@H](C(CC2)(CC3)NC(COC3=CC(=CC(=C3)C(C)C)C(C)C)=O)O)C=C1)F 2-(4-chloro-3-fluorophenoxy)-N-[(3S)-4-{2-[3,5-di(propan-2-yl)phenoxy]acetamido}-3-hydroxybicyclo[2.2.2]octan-1-yl]acetamide